C(CCCC)NS(=O)(=O)C1=CC(=CC=C1)Cl N-pentyl-3-chlorobenzenesulfonamide